6-methyl-5-((1-methyl-8-(pyridin-3-yl)-1H-pyrazolo[3,4-d]pyrrolo[1,2-b]pyridazin-3-yl)amino)-N-(2-(pyrrolidin-1-yl)ethyl)nicotinamide CC1=NC=C(C(=O)NCCN2CCCC2)C=C1NC1=NN(C=2C=3N(N=CC21)C=C(C3)C=3C=NC=CC3)C